O1C(CCC1)COC([C@@H](C)OC1=NC(=C(C(=C1Cl)N)Cl)F)=O (2R)-2-[(4-amino-3,5-dichloro-6-fluoro-2-pyridinyl)oxy]propionic acid tetrahydrofuran-2-ylmethyl ester